bromo-1-(4-(trifluoromethyl)phenyl)ethanone BrCC(=O)C1=CC=C(C=C1)C(F)(F)F